8-bromo-1-isopropyl-3-methyl-1H-imidazo[4,5-c]cinnolin-2(3H)-one BrC1=CC=2C3=C(N=NC2C=C1)N(C(N3C(C)C)=O)C